C(C)C(COC([C@H](C)NP(=O)(OC1=CC=CC=C1)OC1=CC=C(C=C1)[N+](=O)[O-])=O)CC (2S)-2-(((4-nitrophenoxy)(phenoxy)phosphoryl)-amino)propanoic acid 2-ethylbutyl ester